3-(5-(3-cyano-6-(2-hydroxy-2-methylpropyloxy)pyrazolo[1,5-a]pyridin-4-yl)-3-methylpyridin-2-yl)-3,6-diazabicyclo[3.1.1]heptane-6-carboxylic acid tert-butyl ester C(C)(C)(C)OC(=O)N1C2CN(CC1C2)C2=NC=C(C=C2C)C=2C=1N(C=C(C2)OCC(C)(C)O)N=CC1C#N